rac-(2S,3R,4R)-1-acetyl-N,2-diethyl-3-methyl-4-((6-methylpyridin-2-yl)amino)-1,2,3,4-tetrahydroquinoline-6-carboxamide C(C)(=O)N1[C@H]([C@@H]([C@H](C2=CC(=CC=C12)C(=O)NCC)NC1=NC(=CC=C1)C)C)CC |r|